BrC1=CC(=C(C=C)C=C1)O[C@H](C(=O)O)C (S)-2-(4-bromo-2-styrenyloxy)propionic acid